CC1(OB(OC1(C)C)C=1COC2(CCC2)C1)C 4,4,5,5-tetramethyl-2-(5-oxaspiro[3.4]oct-7-en-7-yl)-1,3,2-dioxaborolane